C(CCCCCCCCCCC)C=1C(=C(C=CC1)[IH+])CCCCCCCCCCCC.CC1=C(C(=O)P(C2=CC=CC=C2)(C2=CC=CC=C2)=O)C(=CC(=C1)C)C 2,4,6-trimethylbenzoyl-diphenylphosphine oxide, didodecyl-phenyliodonium salt